3,6,9,12,15-pentaoxaoctadec-17-enyl 3-aminopropanoate NCCC(=O)OCCOCCOCCOCCOCCOCC=C